2-hexyl-decanoic acid 6-(3-((4,4-bis(((Z)-oct-5-en-1-yl) oxy) butanoyl) oxy)-2-(hydroxymethyl) propoxy)-6-oxohexyl ester C(CCC\C=C/CC)OC(CCC(=O)OCC(COC(CCCCCOC(C(CCCCCCCC)CCCCCC)=O)=O)CO)OCCCC\C=C/CC